(4R,5R)-5-ethyl-4-methyl-selenazolidine-2-ylideneamine C(C)[C@@H]1[C@H](NC([Se]1)=N)C